ClC=1C(=NC(=NC1)NC=1C=C(C=NC1)N1C(C2(CC1)CCNCC2)=O)C=2C=NN(C2)C2CCN(CC2)C 2-[5-[[5-chloro-4-[1-(1-methyl-4-piperidyl)pyrazol-4-yl]pyrimidin-2-yl]amino]-3-pyridyl]-2,8-diazaspiro[4.5]decan-1-one